1-cystine C([C@@H](C(=O)O)N)SSC[C@@H](C(=O)O)N